2-[(2R)-3-(3,4-dihydro-1H-isoquinolin-2-yl)-2-hydroxy-propyl]-6-[4-[2-methoxyethyl-(methyl)amino]-1-piperidinyl]-3,4-dihydroisoquinolin-1-one C1N(CCC2=CC=CC=C12)C[C@H](CN1C(C2=CC=C(C=C2CC1)N1CCC(CC1)N(C)CCOC)=O)O